C(#N)C1=CC=CC(=C1)C1=CC(=NC(=C1)C1=CC=CC=C1)C1=CC=CC=C1 4-cyano-6-(2,6-diphenylpyridin-4-yl)benzene